C(C(C(C)CCCC(C)CCCC(C)CCCC(C)C)O)(O)O phytanetriol